1-[4-(Dimethylamino)phenyl]-3-(4-hydroxy-3-methoxyphenyl)prop-2-en-1-one CN(C1=CC=C(C=C1)C(C=CC1=CC(=C(C=C1)O)OC)=O)C